FC1=CC=C(C=C1)C=1C(=C2N(N1)CC(C2)(C)C)C2=C1C(=NC=C2)NN=C1 4-[2-(4-Fluorophenyl)-5,5-dimethyl-4,6-dihydropyrrolo[1,2-b]pyrazol-3-yl]-1H-pyrazolo[3,4-b]pyridine